COC([C@H](C)N=P(=O)OC1=C(C=CC=C1)O)=O.C(C)(C)C1=C(NC2=CC=C(C=C12)C1CCN(CC1)C(=O)C1CCNCC1)C1=C2C(=NC=C1)NN=C2 (4-(3-isopropyl-2-(1H-pyrazolo[3,4-b]pyridin-4-yl)-1H-indol-5-yl)piperidin-1-yl)(piperidin-4-yl)methanone (2S)-Methyl-2-(hydroxy(phenoxy)phosphorylamino)propionate